1-Dodecyl-3-Methylpyridinium methansulfonat CS(=O)(=O)[O-].C(CCCCCCCCCCC)[N+]1=CC(=CC=C1)C